2-bromo-5-(4-cyclohexylphenyl)-3-(3-(fluoromethyl)-2-methylazetidine-1-carbonyl)pyrazolo[1,5-a]pyrimidin-7(4H)-one BrC1=NN2C(NC(=CC2=O)C2=CC=C(C=C2)C2CCCCC2)=C1C(=O)N1C(C(C1)CF)C